S(=O)(=O)(C1=CC=C(C)C=C1)ON=C(CC)C1=NC=C(C=C1SCC)Br 1-(5-bromo-3-(ethylthio)pyridin-2-yl)propan-1-one O-tosyl oxime